N=1N=CN2C1SC=N2 1,2,4-triazolo[3,4-b][1,3,4]thiadiazole